C(C)N(S(=O)(=O)NC=1C(=C(C(=O)C2=CNC3=NC=C(C=C32)C=3C=NC(=NC3)N3CCC(CC3)C(=O)O)C(=CC1)F)F)C 1-[5-[3-[3-[[Ethyl(methyl)sulfamoyl]amino]-2,6-difluoro-benzoyl]-1H-pyrrolo[2,3-b]pyridin-5-yl]pyrimidin-2-yl]piperidine-4-carboxylic acid